C1(CCCCC1)OP(OC1CCCCC1)(=O)C1=C(C=CC=C1)C1=C(C=CC=C1OC(C)C)OC(C)C.NC1=C(C=CC=C1)C1=C(C=CC=C1)[Pd]Cl [2-(2-aminophenyl)phenyl]-palladium chloride dicyclohexyl-[2-(2,6-diisopropoxyphenyl)phenyl]phosphonate